C12CCC(CC1)N2C(=O)OC(C)(C)C tert-butyl 7-azabicyclo-[2.2.1]heptane-7-carboxylate